C(C)(C)(C)OC(=O)N(C(C(=O)O)CC(=O)N1CC(C1)(F)F)C 2-[tert-butoxycarbonyl(methyl)amino]-4-(3,3-difluoroazetidin-1-yl)-4-oxo-butanoic acid